5-(4-chlorophenyl)thiazol-2-amine ClC1=CC=C(C=C1)C1=CN=C(S1)N